C(C1=CC=CC=C1)C=1SC=CC1 BENZYLTHIOPHENE